CC(CC(C1=CC=CC=C1)NCC(=O)OC(C)(C)C)C tert-Butyl 2-[(3-methyl-1-phenyl-butyl)amino]acetate